2-((2-chloro-4-((4-nitrophenyl-ethyl)amino)quinolin-6-yl)oxy)acetic acid ClC1=NC2=CC=C(C=C2C(=C1)NCCC1=CC=C(C=C1)[N+](=O)[O-])OCC(=O)O